ethyl 4-methoxythieno[3,2-e]benzofuran-7-carboxylate COC1=CC2=C(C=3C=COC31)C=C(S2)C(=O)OCC